N-(3-(4-((4-([1,2,4]triazolo[1,5-a]pyridin-7-yloxy)-3-methylphenyl)amino)thieno[2,3-d]pyrimidin-6-yl)phenyl)acrylamide N=1C=NN2C1C=C(C=C2)OC2=C(C=C(C=C2)NC=2C1=C(N=CN2)SC(=C1)C=1C=C(C=CC1)NC(C=C)=O)C